methyl (S)-2-amino-3-(8-(1,4,6-trimethyl-2-oxo-1,2-dihydropyridin-3-yl) imidazo[1,2-a]pyridin-5-yl)propanoate hydrochloride Cl.N[C@H](C(=O)OC)CC1=CC=C(C=2N1C=CN2)C=2C(N(C(=CC2C)C)C)=O